rac-4-(2-((tert-Butyldimethylsilyl)oxy)-3-fluoropropoxy)-N-(4-(4-(thiazol-2-yl)piperazin-1-yl)phenyl)benzamid [Si](C)(C)(C(C)(C)C)O[C@H](COC1=CC=C(C(=O)NC2=CC=C(C=C2)N2CCN(CC2)C=2SC=CN2)C=C1)CF |r|